chloro-tetrafluoropropene ClC(C(=C(F)F)F)F